5-bromo-6-trifluoromethyl-pyridin-3-yl 2,4,6-tri-O-acetyl-3-deoxy-3-[4-(4-thiazolyl)-1H-1,2,3-triazol-1-yl]-1-thio-α-D-galactopyranoside C(C)(=O)O[C@H]1[C@@H](SC=2C=NC(=C(C2)Br)C(F)(F)F)O[C@@H]([C@@H]([C@@H]1N1N=NC(=C1)C=1N=CSC1)OC(C)=O)COC(C)=O